(1-(1H-indol-3-yl)hexan-2-yl)-6-(4-methylpiperazin-1-yl)benzo[b]thiophene-2-carboxamide N1C=C(C2=CC=CC=C12)CC(CCCC)C=1C2=C(SC1C(=O)N)C=C(C=C2)N2CCN(CC2)C